trans-N-(1-(2,6-dimethoxyphenyl)-2-(6-ethoxypyridin-2-yl)-1H-imidazo[4,5-b]pyrazin-6-yl)-3-hydroxycyclobutane-1-sulfonamide COC1=C(C(=CC=C1)OC)N1C(=NC=2C1=NC(=CN2)NS(=O)(=O)[C@@H]2C[C@H](C2)O)C2=NC(=CC=C2)OCC